ClC=1N=CC=C2C1N(C(=C2)C2=NN1C(C(=CC(=C1)C(=O)OC)OC)=C2C)CC2CC2 methyl 2-(7-chloro-1-(cyclopropylmethyl)-1H-pyrrolo[2,3-c]pyridin-2-yl)-4-methoxy-3-methylpyrazolo[1,5-a]pyridine-6-carboxylate